C(C1=CC=CC=C1)(=O)CC(C(=O)[O-])=O.C(C1=CC=CC=C1)(=O)CC(C(=O)[O-])=O.[Pt+2] platinum (II) bis(benzoylpyruvate)